6-((4,4-dimethylthiochroman-6-yl)ethynyl)nicotinic acid CC1(CCSC2=CC=C(C=C12)C#CC1=NC=C(C(=O)O)C=C1)C